4-amino-3-(((1-ethyl-1H-imidazol-5-yl)methyl)amino)-5-methoxybenzoic acid methyl ester COC(C1=CC(=C(C(=C1)OC)N)NCC1=CN=CN1CC)=O